ClC=1N=CC(=C2C1NC=C2)N(C(OC(C)(C)C)=O)CC(F)(F)F tert-butyl (7-chloro-1H-pyrrolo[2,3-c]pyridin-4-yl)(2,2,2-trifluoroethyl)carbamate